COC1=C(C=CC(=C1)C1=CC=C2C=CN(C(C2=C1)=O)CCC)NC(CCCC)=O N-(2-methoxy-4-(1-oxo-2-propyl-1,2-dihydroisoquinolin-7-yl)phenyl)pentanamide